CN1C(N(C2=C1C=CC(=C2)CN2[C@H](CC(CC2)=O)C)C)=O 1,3-dimethyl-5-[[(2S)-2-methyl-4-oxo-1-piperidinyl]methyl]benzimidazol-2-one